BrC=1C=C2C=C(N=CC2=CC1Cl)C1(CCC(CC1)OC)C(=O)N (6-bromo-7-chloroisoquinolin-3-yl)-4-methoxycyclohexane-1-carboxamide